(S)-(1-oxo-1-((2-(4'-(trifluoromethoxy)-[1,1'-biphenyl]-4-yl) ethyl) amino) but-2-yl) carbamate C(N)(O[C@H](C(NCCC1=CC=C(C=C1)C1=CC=C(C=C1)OC(F)(F)F)=O)CC)=O